NCC=1C=C(C=CC1)N1N=C(C=C1C(=O)NC1=C(C=CC(=C1)CN(CC1=CC=C(C=C1)C#N)C1CC1)F)C(F)(F)F 1-(3-(aminomethyl)phenyl)-N-(5-((4-cyanophenyl-cyclopropyl-methylamino)methyl)-2-fluorophenyl)-3-(trifluoromethyl)-1H-pyrazole-5-carboxamide